5-fluoro-N-[5-(4-methoxypiperidin-1-yl)pyridin-2-yl]pyrimidin-2-amine FC=1C=NC(=NC1)NC1=NC=C(C=C1)N1CCC(CC1)OC